C(#N)C=1C=C(C=CC1)N(C1=CC2=C([C@@H](CCO2)CNC=2C=NC=CC2C(=O)O)C=C1)C 3-({[(4R)-7-[(3-cyanophenyl)(methyl)amino]-3,4-dihydro-2H-1-benzopyran-4-yl]methyl}amino)pyridine-4-carboxylic acid